7-pent-4-enyloxy-heptane-2-one C(CCC=C)OCCCCCC(C)=O